C1[C@H]([NH2+]CC1=O)C(=O)[O-] The molecule is an amino acid zwitterion resulting from a transfer of a proton from the carboxy to the amino group of 4-oxo-L-proline; major species at pH 7.3. It is a tautomer of a 4-oxo-L-proline.